C(C)N1N=C(C=C1C1=NNC(=N1)C1=NC(=CC2=C1C=NN2C)C(=O)N)CO 4-{3-[1-ethyl-3-(hydroxymethyl)-1H-pyrazol-5-yl]-1H-1,2,4-triazol-5-yl}-1-methyl-1H-pyrazolo[4,3-c]pyridine-6-carboxamide